ClCCCCCC1=CC=C(C(=O)OC)C=C1 methyl 4-(5-chloropentyl)benzoate